3-methyl-5-(trifluoromethyl)isonicotinic acid CC1=C(C(=O)O)C(=CN=C1)C(F)(F)F